COC1=C(C(=O)P(C2=C(C=CC(=C2)C)C)(C(C2=C(C=CC=C2OC)OC)=O)=O)C(=CC=C1)OC bis-(2,6-dimethoxybenzoyl)-2,5-xylylphosphine oxide